chromene-2-one O1C(C=CC2=CC=CC=C12)=O